ClC1=CC=C(C=C1)C(C)N1C(=NC=2C1=NC(=CN2)C=2C1=C(C(N(C2)C)=O)NC=C1)C 4-(1-(1-(4-chlorophenyl)ethyl)-2-methyl-1H-imidazo[4,5-b]pyrazin-6-yl)-6-methyl-1,6-dihydro-7H-pyrrolo[2,3-c]pyridin-7-one